4-(4-Cyano-5-hydroxy-[2,3']bipyridinyl-6-yl)-4-oxo-butyric acid ethyl ester C(C)OC(CCC(=O)C1=C(C(=CC(=N1)C=1C=NC=CC1)C#N)O)=O